5-[(4-methoxybenzyl)(4-dimethylaminobenzyl)aminocarbonyloxymethoxy]pyridine COC1=CC=C(CC(OC=2C=CC=NC2)OC(=O)NCC2=CC=C(C=C2)N(C)C)C=C1